N1C(=NC=C1)[C@@H](C)NC(=O)C1=CC2=CC=CC(=C2C=C1)C1=CC=C(C=C1)C(F)(F)F (R)-N-(1-(1H-imidazol-2-yl)ethyl)-5-(4-(trifluoromethyl)phenyl)-2-naphthamide